CC1(COCCC1O)C 3,3-dimethyltetrahydro-2H-pyran-4-ol